8-dodecyn-1-ol C(CCCCCCC#CCCC)O